4-ethoxy-1-(4-fluorophenyl)-5-methyl-2-oxo-1,2-dihydropyridine-3-carboxylic acid C(C)OC1=C(C(N(C=C1C)C1=CC=C(C=C1)F)=O)C(=O)O